CN(CCCC(=O)OC(CCCCCCC1C(C1)CCCCCCCCCC(=O)OC)CCCCCCCCC)C methyl 10-[2-(7-{[4-(dimethylamino)butanoyl]oxy}hexadecyl)cyclopropyl]decanoate